2-Amino-N-(1-(8-chloro-5-(4-hydroxy-4-(trifluoromethyl)piperidin-1-yl)imidazo[1,5-a]pyridin-6-yl)ethyl)pyrazolo[1,5-a]pyrimidine-3-carboxamide NC1=NN2C(N=CC=C2)=C1C(=O)NC(C)C=1C=C(C=2N(C1N1CCC(CC1)(C(F)(F)F)O)C=NC2)Cl